BrC=1C(=NC=CC1C)C1C(C1)(F)F 3-bromo-2-(2,2-difluorocyclopropyl)-4-methylpyridine